Racemic-N-(1-(6,7-difluoro-1-oxo-1,2-dihydroisoquinolin-4-yl)ethyl)-5,6-difluoro-N-methyl-1H-indole-2-carboxamide FC=1C=C2C(=CNC(C2=CC1F)=O)[C@@H](C)N(C(=O)C=1NC2=CC(=C(C=C2C1)F)F)C |r|